1-Benzyl-3-[1-(5-chlorothiophen-2-ylmethyl)-2,3-dihydro-1H-indol-5-yl]-urea C(C1=CC=CC=C1)NC(=O)NC=1C=C2CCN(C2=CC1)CC=1SC(=CC1)Cl